N1-(2-(4-(2-(dinonylamino)ethyl)piperazin-1-yl)ethyl)-N,N2,N2-tridodecylethane-1,2-diamine C(CCCCCCCC)N(CCN1CCN(CC1)CCN(CCN(CCCCCCCCCCCC)CCCCCCCCCCCC)CCCCCCCCCCCC)CCCCCCCCC